2-(3,5-difluoro-4-(3-(1-methyl-1H-pyrazol-4-yl)-1H-pyrazolo[3,4-c]pyridin-5-yl)benzylamino)ethanol FC=1C=C(CNCCO)C=C(C1C=1C=C2C(=CN1)NN=C2C=2C=NN(C2)C)F